2-isopropyl-5-nitrobenzenesulfonyl chloride C(C)(C)C1=C(C=C(C=C1)[N+](=O)[O-])S(=O)(=O)Cl